2-(1H-pyrazol-4-yl)-1H-naphthalen N1N=CC(=C1)C1CC2=CC=CC=C2C=C1